N-(6-(2-Aminopyridin-4-yl)-2-(3-hydroxy-3-methylbutyl)-2H-indazol-5-yl)-2-(pyridin-4-yl)thiazole-4-carboxamide NC1=NC=CC(=C1)C=1C(=CC2=CN(N=C2C1)CCC(C)(C)O)NC(=O)C=1N=C(SC1)C1=CC=NC=C1